{[4-((3R)-1,1-dioxothiolan-3-yl)phenyl]amino}-N-[(4-chlorophenyl)methyl]carboxamide O=S1(C[C@H](CC1)C1=CC=C(C=C1)NC(=O)NCC1=CC=C(C=C1)Cl)=O